3-Amino-N-(cyclopropylmethyl)-8-(2-fluoro-6-methoxyphenyl)imidazo[1,2-a]pyridine-2-carboxamide NC1=C(N=C2N1C=CC=C2C2=C(C=CC=C2OC)F)C(=O)NCC2CC2